bis-glycinate hydrochloride Cl.NCC(=O)O.NCC(=O)O